Ruthenium (III) bis(hexafluorophosphate) F[P-](F)(F)(F)(F)F.F[P-](F)(F)(F)(F)F.[Ru+3]